4-(1-bromoethyl)-2-chloro-pyridine BrC(C)C1=CC(=NC=C1)Cl